P(O)(O)O.P(O)(O)O.C(CCCCCCCCCCCCCCCCC)C(O)(C(CO)(CO)CO)CCCCCCCCCCCCCCCCCC dioctadecyl-pentaerythritol bisphosphite